[K].C(C)NC=1C=C(C=CC1C)O 3-ethylamino-p-methylphenol potassium salt